acridate C1(=CC=CC2=NC3=CC=CC=C3C=C12)C(=O)[O-]